3,6-dimesityl-1-(4,4,5,5-tetramethyl-1,3,2-dioxaborolan-2-yl)-9H-carbazole C1(=C(C(=CC(=C1)C)C)C=1C=C(C=2NC3=CC=C(C=C3C2C1)C1=C(C=C(C=C1C)C)C)B1OC(C(O1)(C)C)(C)C)C